C(C)(C)(C)OC(=O)N1C[C@@H](N(CC1)C1=C2C(=NC=N1)NN=C2C2CC2)C (3S)-4-{3-cyclopropyl-1H-pyrazolo[3,4-d]pyrimidin-4-yl}-3-methylpiperazine-1-carboxylic acid tert-butyl ester